C(C)OC(=O)C1=CN(C2=CC(=C(C=C2C1=O)F)F)C1OCCC1 Ethyl-6,7-difluoro-4-oxo-1-(tetrahydrofuran-2-yl)-1,4-dihydroquinolin-3-carboxylat